3-(3-chloro-6-oxo-1-((2-(trimethylsilyl)ethoxy)methyl)-1H-pyrazolo[4,3-c]pyridazin-5(6H)-yl)-2-fluoro-4-methoxybenzaldehyde ClC1=NN(C=2C1=NN(C(C2)=O)C=2C(=C(C=O)C=CC2OC)F)COCC[Si](C)(C)C